C(#N)C=1C(=NC(=CC1C(F)(F)F)C)N1[C@@H]([C@@H](CC1)N(C)C)C(=O)N(C=1C=C(C=CC1)C)C (2S,3R)-1-(3-cyano-6-methyl-4-(trifluoromethyl)pyridin-2-yl)-3-(dimethylamino)-N-methyl-N-(m-tolyl)pyrrolidine-2-carboxamide